SC=C1CC=CC2=C3C4=C(C5=C6C(=C7C8=C(C9=C%10C(=C%11C%12=C(C(=C21)C2=C3C5=C7C9=C%112)C=CC=C%12)C=CC=C%10)C=CC=C8)C=CC=C6)C=CC=C4 mercaptomethylene-hexabenzocoronene